(S)-1-(4-(7-(3-(2,3-dihydrobenzo[b][1,4]dioxin-6-yl)-2-methylphenyl)imidazo[1,2-a]pyridin-3-yl)benzyl)azetidine-2-carboxylic acid O1C2=C(OCC1)C=C(C=C2)C=2C(=C(C=CC2)C2=CC=1N(C=C2)C(=CN1)C1=CC=C(CN2[C@@H](CC2)C(=O)O)C=C1)C